1-(7-chloro-2-iodopyrazolo[1,5-a]pyridin-3-yl)ethane-1-ol ClC1=CC=CC=2N1N=C(C2C(C)O)I